COC(CC/C=C/COCC1C[C@H](N(C1)C(CNC(=O)C=1C=CC=2SC3=CC=CC=C3OC2C1)=O)C(=O)OCC1=CC=CC=C1)=O Benzyl (2S)-4-((((E)-6-methoxy-6-oxohex-2-en-1-yl)oxy)methyl)-1-((phenoxathiine-3-carbonyl)glycyl)pyrrolidine-2-carboxylate